ClC1=NC=C(C(=N1)N1CC(CCC1)NC(CCCC)=O)Cl N-(1-(2,5-dichloropyrimidin-4-yl)piperidin-3-yl)pentanamide